C(#N)C1=CC=CC(=N1)NC1=C(C(=O)NC)C(=CC=N1)NC1=NC=CC(=C1OC)C1=NC=C(C=N1)F ((6-cyanopyridin-2-yl)amino)-4-((4-(5-fluoropyrimidin-2-yl)-3-methoxypyridin-2-yl)Amino)-N-methylnicotinamide